N-(2-bromoethyl)-N-propylpropan-1-amine hydrobromide Br.BrCCN(CCC)CCC